triacontanic acid C(CCCCCCCCCCCCCCCCCCCCCCCCCCCCC)(=O)O